4,7,26,29-tetrakis(2-(tert-butoxy) 2-oxoethyl)-5,8,25,28-tetraoxo-12,15,18,21-tetraoxa-3,6,9,24,27,30-hexaazadotriacontane-1,32-dioate C(C)(C)(C)OC(CC(NCC(=O)[O-])C(NC(C(NCCOCCOCCOCCOCCNC(C(NC(C(NCC(=O)[O-])CC(OC(C)(C)C)=O)=O)CC(OC(C)(C)C)=O)=O)=O)CC(OC(C)(C)C)=O)=O)=O